4,4-bis(heptyloxy)butanenitrile C(CCCCCC)OC(CCC#N)OCCCCCCC